Cl.NCCCN(C(C1=C(C=CC=C1)OCC1=CC(=CC=C1)C)=O)CC=1SC=CC1 N-(3-Aminopropyl)-2-[(3-methylphenyl)methoxy]-N-(2-thienyl-methyl)benzamide hydrochloride